NC1=C(C=CC2=CC=CC=C12)N=NC=1C=NC(=CC1)C1=C(C=CC(=C1)C)F 4-amino-3-[6-(2-fluoro-5-methylphenyl)pyridine-3-ylazo]naphthalene